NC1=NC(=NC=C1C(C)=O)N(CC1=CC=C(C=C1)OC)CC=1N=C2N(C=C(C=C2Br)C2CC2)C1 1-(4-amino-2-(((8-bromo-6-cyclopropylimidazo[1,2-a]pyridin-2-yl)methyl)(4-methoxybenzyl)amino)pyrimidin-5-yl)ethan-1-one